4,5,6,7-tetrahydro-1H-imidazolo[4,5-c]-pyridine diHCl Cl.Cl.N1C=NC=2CNCCC21